phenyl-2,4,6-trimethylbenzoyllithium phosphonate P(O)(O)=O.C1(=CC=CC=C1)C=1C(=C(C(=O)[Li])C(=CC1C)C)C